CC=1C(=NC=C(C1)[N+](=O)[O-])C(=O)NNC(CCCCCC(=O)OCC)=O ethyl 7-{2-[(3-methyl-5-nitropyridin-2-yl) carbonyl] hydrazino}-7-oxoheptanoate